C(C)O[Si](CCCN1N=C(N=C1N)C1=NN(C(=N1)C)CCC[Si](OCC)(OCC)OCC)(OCC)OCC 1,1'-bis[3-(triethoxysilyl)propyl]-5-amino-5'-methyl-3,3'-bi-1,2,4-triazole